5-(2-fluoroethoxy)pyridin-2-amine FCCOC=1C=CC(=NC1)N